3'-(oxybis(2,1-ethane-diyloxy))bis-1-propanamine O(CCOCCCN)CCOCCCN